FC(C1=CC=C(CSC=2OC3=C(N2)C=C(C=C3)C(=O)O)C=C1)(F)F ((4-(trifluoromethyl)benzyl)thio)benzo[d]oxazole-5-carboxylic acid